diethyl-carbonyl-methyl-genistein C(C)C(=O)C1=C(C(=C(C=2C(C(=C(OC12)C)C1=CC=C(O)C=C1)=O)O)C(=O)CC)O